C(C1=CC=CC=C1)C(=O)N toluenemethaneamide